(R and S)-2-(5-(2-(((R)-((R)-8-cyano-1,2,3,4-tetrahydroquinoxalin-2-yl)(phenyl)methyl)amino)ethyl)thiophen-3-yl)propanoic acid C(#N)C=1C=CC=C2NC[C@@H](NC12)[C@@H](C1=CC=CC=C1)NCCC1=CC(=CS1)[C@H](C(=O)O)C |&1:27|